ethylcyclopentadienyl-tetramethyl-cyclopentadienyl-magnesium C(C)C1(C(=C(C(=C1C)C)C)C)[Mg]C1C=CC=C1